NC=1C(=C2N=CC=NC2=CC1)N(S(=O)(=O)C)S(=O)(=O)C N-(6-aminoquinoxalin-5-yl)-N-(methylsulfonyl)methanesulfonamide